C(\C=C\CCC)OC(CCC(=O)OCCCCCCN(CCCCCCCC(=O)OCCCCCCCCC)CCO)OC\C=C\CCC nonyl 8-((6-((4,4-bis(((E)-hex-2-en-1-yl)oxy)butanoyl)oxy)hexyl)(2-hydroxyethyl)amino)octanoate